calcium serinate N[C@@H](CO)C(=O)[O-].[Ca+2].N[C@@H](CO)C(=O)[O-]